ClCC1=CC=C(C=C1)N1C(=NC=2C1=NC(=CC2)C2=NN(C=N2)C)C=2C(=NC=CC2)N 3-(3-(4-(Chloromethyl)phenyl)-5-(1-methyl-1H-1,2,4-triazol-3-yl)-3H-imidazo[4,5-b]pyridin-2-yl)pyridin-2-amine